(2S)-2-(((2-(3-chlorophenyl)-2,2-difluoro-1-phenylethoxy)carbonyl)amino)-3-cyclopentylpropanoic acid ClC=1C=C(C=CC1)C(C(OC(=O)N[C@H](C(=O)O)CC1CCCC1)C1=CC=CC=C1)(F)F